4-[7-(2-hydroxy-ethoxy)imidazo[1,2-a]pyridin-3-yl]-7-[(5-morpholino-2-pyridyl)amino]isoindolin-1-one OCCOC1=CC=2N(C=C1)C(=CN2)C2=C1CNC(C1=C(C=C2)NC2=NC=C(C=C2)N2CCOCC2)=O